isopropyl pyrophosphate phthalate C(C=1C(C(=O)O)=CC=CC1)(=O)O.O(P(O)(=O)OP(=O)(O)O)C(C)C